2-naphthoyl ketone C1=C(C=CC2=CC=CC=C12)C(=O)C(=O)C(=O)C1=CC2=CC=CC=C2C=C1